CC=1C([C@@H](CCC1)[Si](CC)(CC)CC)=O (R)-2-methyl-6-(triethylsilyl)cyclohex-2-enone